tert-butyl 3-(4-(2-fluorophenyl)-3-(2-isopropylpyrimidine-5-carboxamido)pyridin-2-yl)azetidine-1-carboxylate FC1=C(C=CC=C1)C1=C(C(=NC=C1)C1CN(C1)C(=O)OC(C)(C)C)NC(=O)C=1C=NC(=NC1)C(C)C